C(C=C)(=O)OCCC[Si](OC)(C)C acryloxypropyl-dimethylmonomethoxysilane